2-[3-(4-n-butyloxyphenyl)-2-methyl-2-propylamino]ethanol tert-Butyl-(3R)-3-(3-benzoyloxypropyl)piperidine-1-carboxylate C(C)(C)(C)C1N(CCC[C@@H]1CCCOC(C1=CC=CC=C1)=O)C(=O)OCCNC(C)(CC1=CC=C(C=C1)OCCCC)C